C(C1=CC=CC=C1)N1CC2C(C1)C(CC2=O)=O N-benzyl-tetrahydrocyclopenta[C]pyrrole-4,6(1H,5H)-dione